CNC(=O)C1=CC(NC=C1)=O N-methyl-2-oxo-1,2-dihydropyridine-4-carboxamide